C(C)N1C=NC2=C1N=NC=C2C=2C=CC(=C(C2)C=2C(=CC=1N(C2)C=C(N1)C(C)(C)O)OC)F 2-(6-(5-(7-Ethyl-7H-imidazo[4,5-c]pyridazin-4-yl)-2-fluorophenyl)-7-methoxyimidazo[1,2-a]pyridin-2-yl)propane-2-ol